[[2-[(2R,5S)-5-methyl-2-(2-methyl-1,3-benzothiazol-5-yl)-1-piperidyl]-2-oxo-acetyl]amino]pyridine-3-carboxamide C[C@H]1CC[C@@H](N(C1)C(C(=O)NC1=NC=CC=C1C(=O)N)=O)C=1C=CC2=C(N=C(S2)C)C1